CCCCCCC[C@H](CC(=O)SCCNC(=O)CCNC(=O)[C@@H](C(C)(C)COP(=O)([O-])OP(=O)([O-])OC[C@@H]1[C@H]([C@H]([C@@H](O1)N2C=NC3=C(N=CN=C32)N)O)OP(=O)([O-])[O-])O)O The molecule is a 3-hydroxy fatty acyl-CoA(4-) obtained by deprotonation of the phosphate and diphosphate OH groups of (R)-3-hydroxydecanoyl-CoA. It is a (R)-3-hydroxyacyl-CoA(4-) and a 3-hydroxydecanoyl-CoA(4-). It is a conjugate base of a (R)-3-hydroxydecanoyl-CoA.